4-(4-hydroxy-5-methylpyridin-3-yl)-7-methoxyl-quinoline OC1=C(C=NC=C1C)C1=CC=NC2=CC(=CC=C12)OC